C(CCCCCCCCCCCCCCC)(=O)N(C(CCNC([C@@H](N)CCCNC(N)=N)=O)=O)C(CCCCCCC\C=C/CCCCCCCC)=O L-arginyl-β-alanine-N-palmitoyl-N-oleoyl-amide